lead-magnesium-niobium lead [Pb].[Nb].[Mg].[Pb]